ClC=1N=C(NC1[C@@H]1[C@@H](CN(CC1)S(=O)(=O)N)C)C1=NC=C(C=C1)F (3S,4S)-4-(4-Chloro-2-(5-fluoropyridin-2-yl)-1H-imidazol-5-yl)-3-methylpiperidine-1-sulfonamide